3-chloro-5-((phenethyl-imino)methyl)phenyl isobutyrate C(C(C)C)(=O)OC1=CC(=CC(=C1)C=NCCC1=CC=CC=C1)Cl